2-(6-(cyclopentylamino)-4-((1r,3r)-3-methoxy-1-(4-methyl-4H-1,2,4-triazol-3-yl)cyclobutyl)pyridin-2-yl)-6-(((1-methylcyclobutyl)amino)methyl)-4-(trifluoromethyl)isoindolin-1-one C1(CCCC1)NC1=CC(=CC(=N1)N1C(C2=CC(=CC(=C2C1)C(F)(F)F)CNC1(CCC1)C)=O)C1(CC(C1)OC)C1=NN=CN1C